(3s,4s)-N-[(2,4-difluorophenyl)methyl]-1,3-Dimethylpiperidin-4-amine FC1=C(C=CC(=C1)F)CN[C@@H]1[C@H](CN(CC1)C)C